5,7,8,9-tetrahydro-carbazole C1=CC=CC=2C=3CCCCC3NC12